N-(4-chlorophenyl)-4-{3-(4-chlorophenyl)-1-[2-(4-methylpiperidin-1-yl)ethyl]ureido}-3-methylbenzamide ClC1=CC=C(C=C1)NC(C1=CC(=C(C=C1)N(C(=O)NC1=CC=C(C=C1)Cl)CCN1CCC(CC1)C)C)=O